8-bromo-6-(methoxymethoxy)-1-naphthalonitrile BrC=1C=C(C=C2C=CC=C(C12)C#N)OCOC